CN1C=C(C=2C1=CN=CC2)C2=C1N=CN(C1=NC(=N2)C2=NC(=CC=C2)C)CC2=CC=C(C=C2)OC 6-(1-methyl-1H-pyrrolo[2,3-c]pyridin-3-yl)-9-(4-methoxybenzyl)-2-(6-methylpyridin-2-yl)-9H-purine